C(C(=C)C)(=O)OCCCOC1=CC=C(C=C1)C(C)(C)C1=CC=C(C=C1)OCCCOC(C(=C)C)=O 2,2-Bis[4-(3-methacryloyloxypropoxy)phenyl]propane